7-(trifluoromethoxy)benzo[e][1,2,4]triazine-1-oxide FC(OC1=CC2=C(N=CN=[N+]2[O-])C=C1)(F)F